ClC1=NC=CC(=C1)/N=N/C1=C(C=C(N)C=C1OC)OC (E)-4-((2-Chloropyridin-4-yl)diazenyl)-3,5-dimethoxyaniline